COC1=C(C=CC=C1CC=C)C=N[C@@H](CCCN\C(\N)=N\[H])C(=O)O (E)-N2-{[2-methoxy-3-(prop-2-en-1-yl)phenyl]methylidene}-L-arginine